BrC=1C=CC=C2C(=C(C=NC12)C(=O)O)COC 8-bromo-4-(methoxymethyl)quinoline-3-carboxylic acid